4-Bromo-1-[2-bromo-4-(1,1,1,2,3,3,3-heptafluoropropan-2-yl)-6-(trifluoromethyl)phenyl]-1H-pyrazole BrC=1C=NN(C1)C1=C(C=C(C=C1C(F)(F)F)C(C(F)(F)F)(C(F)(F)F)F)Br